2-(3-(4-chlorophenyl)-4,5-dihydro-1H-pyrazol-5-yl)quinoxaline (2S,3S)-3-(o-tolyl)butan-2-yl-(3-isobutyryloxy-4-methoxypicolinoyl)-L-alaninate C1(=C(C=CC=C1)[C@@H](C(C)N([C@@H](C)C(=O)O)C(C1=NC=CC(=C1OC(C(C)C)=O)OC)=O)C)C.ClC1=CC=C(C=C1)C1=NNC(C1)C1=NC2=CC=CC=C2N=C1